N-(2-((6-((2,3-dihydrofuro[2,3-c]pyridin-5-yl)amino)-2-methyl-3-oxo-2,3-dihydro-1H-pyrazolo[3,4-b]pyridin-4-yl)amino)phenyl)-N-methyl-methanesulfonamide Scandium (III) bromide [Br-].[Sc+3].O1CCC=2C1=CN=C(C2)NC2=CC(=C1C(=N2)NN(C1=O)C)NC1=C(C=CC=C1)N(S(=O)(=O)C)C.[Br-].[Br-]